CS(=O)(=O)/C=C/CN (E)-3-(methylsulfonyl)prop-2-en-1-amine